BrCC1CN(C(O1)(C)C)C(=O)OC(C)(C)C tert-butyl 5-(bromomethyl)-2,2-dimethyloxazolidine-3-carboxylate